4-aminosulfonyl-7-fluoro-2,1,3-benzoxadiazole NS(=O)(=O)C1=CC=C(C2=NON=C21)F